4-Amino-7-fluoro-1-methyl-1H-pyrazolo[4,3-c]quinoline-8-carboxylic acid NC1=NC=2C=C(C(=CC2C2=C1C=NN2C)C(=O)O)F